COC([C@H](C(C)C)N(C(=O)N1CCC2(CN(CCN2CCC)C(=O)OC(C)(C)C)CC1)C)=O tert-butyl 9-{[(2S)-1-methoxy-3-methyl-1-oxobutan-2-yl](methyl)carbamoyl}-1-propyl-1,4,9-triazaspiro[5.5]undecane-4-carboxylate